2-(2,6-dioxopiperidin-3-yl)-4-methoxy-3-oxoisoindoline-5-carbonitrile O=C1NC(CCC1N1CC2=CC=C(C(=C2C1=O)OC)C#N)=O